CN(CCC(CCCCCCCCC\C=C/C\C=C/CCCCC)CCCCCCCCC)C (13z,16z)-N,N-dimethyl-3-nonyl-docosa-13,16-diene-1-amine